[O-2].[Hf+4].[Al+3].[Zr+4] Zirconium aluminum hafnium oxide